trans-4-hydroxynon-2-en-1-al OC(/C=C/C=O)CCCCC